C(CCCCCCCCCCCCC)NCCCCCCCCCCCCCC N,N-dimyristylamine